C(C)(C)(C)OC(=O)N1C(=CC=C1)C1=NC=C(C=N1)Cl (5-Chloropyrimidin-2-yl)-1H-pyrrole-1-carboxylic acid tert-butyl ester